C1(CC1)C1=NNC(=C1)NC1=CC2=C(C(=NO2)NS(=O)(=O)C2=C(C=C(C=C2OC)C2N(CC[C@H](C2)F)C)OC)C=C1OC N-{6-[(3-cyclopropyl-1H-pyrazol-5-yl)amino]-5-methoxy-1,2-benzoxazol-3-yl}-4-[(4R)-4-fluoro-1-methylpiperidin-2-yl]-2,6-dimethoxybenzene-1-sulfonamide